6-chloro-3-(2-hydroxyethyl)-1H-indole-1-carboxylic acid tert-butyl ester C(C)(C)(C)OC(=O)N1C=C(C2=CC=C(C=C12)Cl)CCO